(S)-methyl 3-((6-(3-((benzyloxy)methyl)-4-ethyl-5-oxo-4,5-dihydro-1H-1,2,4-triazol-1-yl)-8-((1,1,1-trifluoropropan-2-yl)oxy)isoquinolin-1-yl)oxy)-2-chloro-4-fluorobenzoate C(C1=CC=CC=C1)OCC1=NN(C(N1CC)=O)C=1C=C2C=CN=C(C2=C(C1)O[C@H](C(F)(F)F)C)OC=1C(=C(C(=O)OC)C=CC1F)Cl